tert-butyl (S)-(7-((2-methoxypyridin-4-yl)methoxy)-5-methyl-4-oxo-2,3,4,5-tetrahydrobenzo[b][1,4]oxazepin-3-yl)carbamate COC1=NC=CC(=C1)COC1=CC2=C(OC[C@@H](C(N2C)=O)NC(OC(C)(C)C)=O)C=C1